(2R)-4-((6'-Chloro-5-(1,1,1-trifluoro-2-hydroxypropan-2-yl)-[2,3'-bipyridin]-4'-yl)amino)butan-2-ol ClC1=CC(=C(C=N1)C1=NC=C(C=C1)C(C(F)(F)F)(C)O)NCC[C@@H](C)O